2-[(2Z)-2-(aminomethyl)-3-fluoroprop-2-en-1-yl]-4-(5-bromo-1,3-thiazol-2-yl)-2,4-dihydro-3H-1,2,4-triazol-3-one hydrochloride Cl.NC/C(/CN1N=CN(C1=O)C=1SC(=CN1)Br)=C/F